ClC=1C(=CC2=C(N(C(O2)=O)CCC(=O)O)C1)OC(C)C=1N=NC(=CC1)C 3-(5-chloro-6-(1-(6-methylpyridazin-3-yl)ethoxy)-2-oxobenzo[d]oxazol-3(2H)-yl)propanoic acid